(Z)-9-((7-bromo-1-(((Z)-non-6-en-1-yl)oxy)heptyl)oxy)non-3-ene BrCCCCCCC(OCCCCC\C=C/CC)OCCCCC\C=C/CC